N-(3-((3,3-difluoropyrrolidin-1-yl)sulfonyl)phenyl)-2-(6-azaspiro[2.5]octan-6-yl)nicotinamide FC1(CN(CC1)S(=O)(=O)C=1C=C(C=CC1)NC(C1=C(N=CC=C1)N1CCC2(CC2)CC1)=O)F